C(C)C=1C=CC(=C(C1)S(=O)(=O)NC1=NOC2=C1C(=CC(=C2)OC2=CC=C(C=N2)NC(C#C)=O)OC)OC N-(6-((3-((5-ethyl-2-methoxyphenyl)sulfonamido)-4-methoxybenzo[d]isoxazol-6-yl)oxy)pyridin-3-yl)propiolamide